ClC=1C=C2C(=NC1C1=CC=C(C=C1)C=1CCC(CC1)NC(C)=O)C=C(N2)O[C@H]2[C@@H]1[C@H](OC2)[C@@H](CO1)O N-(4'-(6-chloro-2-(((3R,3aR,6R,6aR)-6-hydroxyhexahydrofuro[3,2-b]furan-3-yl)oxy)-1H-pyrrolo[3,2-b]pyridin-5-yl)-2,3,4,5-tetrahydro-[1,1'-biphenyl]-4-yl)acetamide